F[C@@H]\1[C@@]2(CCC[C@H](C/C1=C\C=1N=NC(=CN1)C=1C=C3C=CN=CC3=CC1O)N2)C 6-(3-((E)-((1S,2S,5R)-2-fluoro-1-methyl-9-azabicyclo[3.3.1]nonan-3-ylidene)methyl)-1,2,4-triazin-6-yl)isoquinolin-7-ol